[C@H]12CN(C[C@H](CC1)N2)C2=NC(=NC1=C(C(=CC=C21)C2=CNC1=CC=CC(=C21)CCC#N)F)OCC21CCCN1CCC2 3-(3-(4-((1R,5S)-3,8-diazabicyclo[3.2.1]octan-3-yl)-8-fluoro-2-((tetrahydro-1H-pyrrolizin-7a(5H)-yl)methoxy)quinazolin-7-yl)-1H-indol-4-yl)propanenitrile